N=NC(=[Se])N iminoselenourea